ICCC(CCCC(C)C)C 1-iodo-3,7-dimethyloctane